3,6-bis(5-amino-3-trifluoromethylphenoxy)benzonorbornene NC=1C=C(C=C(OC2C3C4=C(C2CC3)C=C(C=C4)OC4=CC(=CC(=C4)N)C(F)(F)F)C1)C(F)(F)F